C(C)N(C1=C(C(=NC=N1)NC[C@@H]1[C@H](CN(CC1)[C@@H](C(=O)N)CCO)O)F)CC1=CC=C(C=C1)C(F)(F)F |o1:17| rel-2-((3R,4R)-4-(((6-(ethyl(4-(trifluoromethyl)benzyl)amino)-5-fluoropyrimidin-4-yl)amino)methyl)-3-hydroxypiperidin-1-yl)-4-hydroxybutanamide